hexacarbacholine C[N+](C)(C)CCOC(=O)NCCCCCCNC(=O)OCC[N+](C)(C)C